ClC1=NC=NC(=C1)N1N=C(C(=C1[2H])[2H])[2H] 4-chloro-6-[(2H3)-1H-pyrazol-1-Yl]pyrimidine